(S)-tert-butyl 3-((4-(1-fluoro-2-(6-morpholino-1-oxo-5-(pyrazolo[1,5-a]pyrimidine-3-carboxamido)isoindolin-2-yl)ethyl)piperidin-1-yl)methyl)azetidine-1-carboxylate F[C@H](CN1C(C2=CC(=C(C=C2C1)NC(=O)C=1C=NN2C1N=CC=C2)N2CCOCC2)=O)C2CCN(CC2)CC2CN(C2)C(=O)OC(C)(C)C